C(#N)C1=CC2=C(N=C(N=C2)NC=2C=C(C=CC2)S(=O)(=O)N)N(C1=O)C1CCCC1 3-((6-cyano-8-cyclopentyl-7-oxo-7,8-dihydropyrido[2,3-d]pyrimidin-2-yl)amino)benzenesulfonamide